O1-benzyl O4-tert-butyl 4-[(1-tert-butoxycarbonyl-4-piperidyl) methyl]piperidine-1,4-dicarboxylate C(C)(C)(C)OC(=O)N1CCC(CC1)CC1(CCN(CC1)C(=O)OCC1=CC=CC=C1)C(=O)OC(C)(C)C